BrC(C(=O)N)C bromopropionamide